4-Amino-1-(phenylsulfonyl)-1H-indole-5-carbaldehyde NC1=C2C=CN(C2=CC=C1C=O)S(=O)(=O)C1=CC=CC=C1